C(C)(C)(C)C1=CC(=NC=C1)C1=NC=CC(=C1)C(C)(C)C 4-tert-butyl-2-(4-tertbutyl-2-pyridyl)pyridine